O1C(=NC2=C1C=CC=C2)C(C)=O 1-(Benzo[d]oxazol-2-yl)ethan-1-one